(4-nonylphenoxy)-acetic acid C(CCCCCCCC)C1=CC=C(OCC(=O)O)C=C1